bis(hydroxyethyl)tromethamine OCCN(C(CO)(CO)CO)CCO